(1-(((7-(8-ethyl-7-fluoro-3-(methoxymethoxy)naphthalen-1-yl)-8-fluoro-4-(2,3,6,7-tetrahydro-1H-azepin-1-yl)pyrido[4,3-d]pyrimidin-2-yl)oxy)methyl)cyclopropyl)methanol C(C)C=1C(=CC=C2C=C(C=C(C12)C1=C(C=2N=C(N=C(C2C=N1)N1CCC=CCC1)OCC1(CC1)CO)F)OCOC)F